BrC=1C=C(N)C=CC1OC(F)(F)F 3-bromo-4-(trifluoromethoxy)aniline